2-((2S,6S)-2,6-Dimethylmorpholino)-N-methyl-N-(6-methyl-2-((4aS,5aR)-5a-methyl-1,4,4a,5,5a,6-hexahydrocyclopropa[f]indazol-3-yl)-1H-benzo[d]imidazol-5-yl)acetamide C[C@@H]1O[C@H](CN(C1)CC(=O)N(C1=CC2=C(NC(=N2)C2=NNC=3C[C@@]4([C@H](CC23)C4)C)C=C1C)C)C